5-Chloro-N4-[4-chloro-3-isopropoxyphenyl]-N2-[4-(4-methylpiperazinyl)phenyl]pyrimidine-2,4-diamine ClC=1C(=NC(=NC1)NC1=CC=C(C=C1)N1CCN(CC1)C)NC1=CC(=C(C=C1)Cl)OC(C)C